OCCOC1=CC(=NC=C1)C=1N=C(C2=C(N1)CCC2)N(CC(=O)NC=2C=NC(=CC2)C)C 2-({2-[4-(2-hydroxyethoxy)pyridin-2-yl]-5H,6H,7H-cyclopenta[d]pyrimidin-4-yl}(methyl)amino)-N-(6-methylpyridin-3-yl)acetamide